undeca-9-enal C(CCCCCCCC=CC)=O